ClC1=NC=NC=2N3[C@@H](COC[C@H]3COC12)C (5R,8aS)-1-chloro-5-methyl-5,6,8a,9-tetrahydro-8H-7,10-dioxa-2,4,4b-triazaphenanthrene